FC1=C2CC=CC3(C2=CC=C1)CC(CCC3)=O 5'-fluoro-4'H-spiro[cyclohexane-1,1'-naphthalen]-3-one